tert-butyl N-(1-(6-(3-(benzyloxy)-4-methoxyphenyl)-5-bromo-4-Cyanopyridin-2-yl)piperidin-4-yl)carbamate C(C1=CC=CC=C1)OC=1C=C(C=CC1OC)C1=C(C(=CC(=N1)N1CCC(CC1)NC(OC(C)(C)C)=O)C#N)Br